(S)-2-FLUORO-4-METHYLPENTANOIC ACID F[C@H](C(=O)O)CC(C)C